5-((2-(4-chlorophenyl)-5-(1-(trifluoromethyl)cyclopropyl)-1H-pyrrol-3-yl)methyl)-2,2-dimethyl-1,3-dioxane-4,6-dione ClC1=CC=C(C=C1)C=1NC(=CC1CC1C(OC(OC1=O)(C)C)=O)C1(CC1)C(F)(F)F